2-undecylpentadecanol C(CCCCCCCCCC)C(CO)CCCCCCCCCCCCC